tri-ethoxysilan C(C)O[SiH](OCC)OCC